N-(1-ethyl)-3,4-dimethylaniline C(C)NC1=CC(=C(C=C1)C)C